3-(5-fluoropyridin-2-yl)-3-(5-(2-(5,6,7,8-tetrahydro-1,8-naphthyridin-2-yl)ethoxy)-1H-indazol-1-yl)propionic acid FC=1C=CC(=NC1)C(CC(=O)O)N1N=CC2=CC(=CC=C12)OCCC1=NC=2NCCCC2C=C1